BrC=1C=C(C(=NC1)C=1N=C2N(C(C1C)=O)N(C(=C2)C(F)(F)F)C)SCC 5-(5-bromo-3-ethylsulfanyl-2-pyridyl)-1,6-dimethyl-2-(trifluoromethyl)pyrazolo[1,5-a]pyrimidin-7-one